CC1(C=NC=2C=CC3=C(C12)C=CC=C3)C dimethyl-1H-benzo[e]indol